C(C)(C)(C)C1=CC=C(C=C1)[S+](C1=CC=C(C=C1)F)C1=CC=C(C=C1)C(C)(C)C di(4-tert-butylphenyl)-4-fluorophenyl-sulfonium